CNC1(CCC1)C(=O)OCC ethyl 1-(methylamino)cyclobutane-1-carboxylate